4-bromo-3-(ethoxymethoxy)benzonitrile BrC1=C(C=C(C#N)C=C1)OCOCC